ClC=1C=C(C=CC1)C1CCN(CC1)CCC=1C=NNC1 4-(2-(4-(3-chlorophenyl)piperidin-1-yl)ethyl)-1H-pyrazol